2-(4-(4-Fluorophenyl)piperazin-1-yl)ethan-1-amine FC1=CC=C(C=C1)N1CCN(CC1)CCN